2-(1-(3,3-dimethyl-cyclopent-1-en-1-yl)ethoxy)-2-methylpropan-1-ol CC1(C=C(CC1)C(C)OC(CO)(C)C)C